FC(C(=O)O)(F)F.ClC1=C(C=C(C=N1)N)F 6-chloro-5-fluoro-pyridin-3-amine trifluoroacetate salt